(S)-quinuclidin-3-yl ((R)-6-fluoro-5-(3-isopropylphenyl)-2,2-dimethyl-2,3-dihydro-1H-inden-1-yl)carbamate FC1=C(C=C2CC([C@H](C2=C1)NC(O[C@@H]1CN2CCC1CC2)=O)(C)C)C2=CC(=CC=C2)C(C)C